CN(C1CCC(CC1)NC=1N=CC2=C(N1)N(C(C(=C2)C2=CC(=C(C=C2)NS(=O)(=O)C2CCCCC2)F)=O)C(C)C)C N-(4-(2-(((1r,4r)-4-(dimethylamino)cyclohexyl)amino)-8-isopropyl-7-oxo-7,8-dihydropyrido[2,3-d]-pyrimidin-6-yl)-2-fluorophenyl)cyclohexanesulfonamide